C(C)(C)(C)OC(=O)N[C@@]1(C([C@H](CCC1)OC(C1=CC=C(C=C1)[N+](=O)[O-])=O)=O)C1=C(C=CC=C1)Cl.O1C(CCCC1)N1N=CC2=CC=CC=C12 1-tetrahydropyran-2-yl-indazole (1S,3R)-3-((tert-Butoxycarbonyl)amino)-3-(2-chlorophenyl)-2-oxocyclohexyl-4-nitrobenzoate